2-(6-(((1R,3S,5S)-1,5-dimethyl-8-azabicyclo[3.2.1]octan-3-yl)(methyl)amino)pyridazin-3-yl)-3,4-difluoro-5-(1H-pyrazol-4-yl)phenol C[C@]12CC(C[C@](CC1)(N2)C)N(C2=CC=C(N=N2)C2=C(C=C(C(=C2F)F)C=2C=NNC2)O)C